C(#N)C=1C(=NC2=CC=C(C=C2C1)F)SCC(=O)NC1=CC=C(C=C1)F 2-((3-cyano-6-fluoroquinolin-2-yl)sulfanyl)-N-(4-fluorophenyl)acetamide